ClC1=NC=C(C(=O)NOCC)C(=C1)NC1=NN(C2=CC=C(C(=C12)OC)C(C(F)(F)F)OC)C 6-Chloro-N-ethoxy-4-((4-methoxy-1-methyl-5-(2,2,2-trifluoro-1-methoxyethyl)-1H-indazol-3-yl)amino)nicotinamide